(R)-N-((-)-1-(3-amino-4-fluorophenyl)-1-(3-cyanophenyl)-3-cyclopropyl-propyl)-2-methylpropane-2-sulfinamide NC=1C=C(C=CC1F)C(CCC1CC1)(C1=CC(=CC=C1)C#N)N[S@](=O)C(C)(C)C